NC1=C(C=CC=C1)C1=CC(=CC=C1)C 2-amino-3'-methyl-biphenyl